C(C)(C)(C)N1C[C@@H]([C@H](CC1)NC1=CC=C2C(=NN(C2=C1)C)C=1C(=NC(=CC1)OCC1=CC=CC=C1)OCC1=CC=CC=C1)F tert-butyl-(3S,4S)-4-[[3-(2,6-dibenzyloxy-3-pyridyl)-1-methyl-indazol-6-yl]amino]-3-fluoro-piperidine